(2S)-2-[[6-amino-9-benzyl-8-oxo-2-(propylsulfonylimino)purine-7-carbonyl]-methyl-amino]-4-methyl-pentanoic acid isopropyl ester C(C)(C)OC([C@H](CC(C)C)N(C)C(=O)N1C(N(C2=NC(NC(=C12)N)=NS(=O)(=O)CCC)CC1=CC=CC=C1)=O)=O